O=C1NC(CCC1N1C(C2=CC=C(C=C2C1=O)OCCCCCC1CCN(CC1)CC1CN(C1)C1=NC=C(C=C1)C=1C=CC=2C3=C(N(C2C1)C)C=CN=C3)=O)=O 2-(2,6-dioxopiperidin-3-yl)-5-((5-(1-((1-(5-(5-methyl-5H-pyrido[4,3-b]indol-7-yl)pyridin-2-yl)azetidin-3-yl)methyl)piperidin-4-yl)pentyl)oxy)isoindoline-1,3-dione